(3-(2-fluorophenyl)-1-methyl-1H-indazol-6-yl)(4-(1-(1-phenylethyl)-1H-benzo[d]imidazol-2-yl)piperidin-1-yl)methanone FC1=C(C=CC=C1)C1=NN(C2=CC(=CC=C12)C(=O)N1CCC(CC1)C1=NC2=C(N1C(C)C1=CC=CC=C1)C=CC=C2)C